1,2-bis(imino)acenaphthylene nickel [Ni].N=C1C(C2=CC=CC3=CC=CC1=C23)=N